methyl 3-bromo-5-(2,2-diethoxyethoxy)-2-ethylbenzoate BrC=1C(=C(C(=O)OC)C=C(C1)OCC(OCC)OCC)CC